OC(CC(=O)O)CC(=O)O 3-HYDROXYGLUTARIC ACID